Sodium sulphate sodium bicarbonate C([O-])(O)=O.[Na+].S(=O)(=O)([O-])O.[Na+]